FC(OC1=C(C(=CC(=C1)C)F)C=1C=2N(C(=NN1)N[C@H]1CN(CCC1)C1CCOCC1)C=CC2)F 1-[2-(difluoromethoxy)-6-fluoro-4-methylphenyl]-N-[(3R)-1-(oxan-4-yl)piperidin-3-yl]pyrrolo[1,2-d][1,2,4]triazin-4-amine